2-(dimethyl-phosphoryl)aniline CP(=O)(C)C1=C(N)C=CC=C1